(6-Fluoro-4-(4-(1-(hydroxymethyl)cyclopropyl)phenyl)quinolin-3-yl)(4-(methylsulfonyl)piperazin-1-yl)methanone FC=1C=C2C(=C(C=NC2=CC1)C(=O)N1CCN(CC1)S(=O)(=O)C)C1=CC=C(C=C1)C1(CC1)CO